3-(prop-2-ynyl)-1H-purine-2,6(3H,7H)-dione C(C#C)N1C(NC(C=2NC=NC12)=O)=O